N'-hydroxy-6-methyl-5-((methylsulfonyl)methyl)nicotinimidamide ON=C(C1=CN=C(C(=C1)CS(=O)(=O)C)C)N